N-(3,3-dicyano-2-methylallyl)-N-propylacetamide C(#N)C(=C(CN(C(C)=O)CCC)C)C#N